((1r,4r)-4-((4-fluorobenzyl)(methyl)amino)cyclohexyl)(3,3,5-trimethyl-2,3-dihydro-1H-pyrrolo[3,2-b]pyridin-1-yl)methanone FC1=CC=C(CN(C2CCC(CC2)C(=O)N2CC(C3=NC(=CC=C32)C)(C)C)C)C=C1